N-(3,5-Bis((E)-3,4-dimethoxybenzylidene)-4-oxocyclohexyl)-2-methyloxazole-4-carboxamide COC=1C=C(\C=C\2/CC(C\C(\C2=O)=C/C2=CC(=C(C=C2)OC)OC)NC(=O)C=2N=C(OC2)C)C=CC1OC